SC(C(=O)C1=CC=C(C=C1)C)C 2-mercapto-1-(p-tolyl)propan-1-one